FC(OC1=CC(=C(C=N1)OCC(C#N)(C)C)C1=CC=2N(C=C1)N=C(C2)NC2=NC=CC(=N2)OC)F 3-[[6-(difluoromethoxy)-4-[2-[(4-methoxypyrimidin-2-yl)amino]pyrazolo[1,5-a]pyridin-5-yl]-3-pyridyl]oxy]-2,2-dimethyl-propanenitrile